4'-((2,2-difluorovinyl)oxy)-2-fluoro-4-ethyl-1,1'-biphenyl FC(=COC1=CC=C(C=C1)C1=C(C=C(C=C1)CC)F)F